trans-heptene-2-carboxylic acid C=C(CCCCC)C(=O)O